(Z)-2-(4-((6-chloro-7-fluoro-1H-indol-3-yl)methylene)-2,5-dioxoimidazolidin-1-yl)-2-(4-chlorophenyl)ethyl dihydrophosphate ClC1=CC=C2C(=CNC2=C1F)\C=C\1/NC(N(C1=O)C(COP(=O)([O-])O)C1=CC=C(C=C1)Cl)=O